6-benzyloxy-1H-indole-3-sulfonyl chloride C(C1=CC=CC=C1)OC1=CC=C2C(=CNC2=C1)S(=O)(=O)Cl